Methyl 2-((2-bromo-3-(methoxymethoxy)-6-(methylthio)pyridin-4-yl)oxy)-2-methylpropanoate BrC1=NC(=CC(=C1OCOC)OC(C(=O)OC)(C)C)SC